CN(CC1C(OCC1)(C1=CC=CC=C1)C1=CC=CC=C1)C TETRAHYDRO-N,N-DIMETHYL-2,2-DIPHENYL-3-FURANMETHANAMINE